(2S,4R)-N-(1-ethyl-1H-pyrazol-3-yl)-4-fluoropyrrolidine-2-carboxamide C(C)N1N=C(C=C1)NC(=O)[C@H]1NC[C@@H](C1)F